dopa ammonium hydrochloride Cl.[NH4+].O=C(O)[C@@H](N)CC1=CC=C(O)C(O)=C1